ethyl 3,5-dibromo-1-(methoxymethyl)-1H-pyrazol-4-carboxylate BrC1=NN(C(=C1C(=O)OCC)Br)COC